Cl.FC(C1(CC2(CNC2)C1)O)F 6-(difluoromethyl)-2-azaspiro[3.3]heptan-6-ol, Hydrochloride